C1(CCC1)C(=O)NC(C(=O)O)CCN(CCCCC1=NC=2NCCCC2C=C1)C1CC1 2-(cyclobutanecarbonylamino)-4-[cyclopropyl-[4-(5,6,7,8-tetrahydro-1,8-naphthyridin-2-yl)butyl]amino]butanoic acid